6-ethyl-5-((tetrahydro-2H-pyran-4-yl)amino)-3-((2-((3-(vinylsulfonamido)propyl)amino)pyridin-4-yl)amino)pyrazine-2-carboxamide C(C)C1=C(N=C(C(=N1)C(=O)N)NC1=CC(=NC=C1)NCCCNS(=O)(=O)C=C)NC1CCOCC1